Racemic-5-((Benzyloxy)methyl)-4-ethyl-2-(6-fluoro-4-hydroxy-1-isopropyl-4-methyl-3-(o-tolyl)-1,2,3,4-tetrahydroquinolin-7-yl)-2,4-dihydro-3H-1,2,4-triazol-3-one C(C1=CC=CC=C1)OCC=1N(C(N(N1)C1=C(C=C2C(C(CN(C2=C1)C(C)C)C1=C(C=CC=C1)C)(C)O)F)=O)CC